O1C[C@H](CC1)[C@H](C)N1N=CC=2C1=NC(=CN2)N 1-((S)-1-((R)-tetrahydrofuran-3-yl)ethyl)-1H-pyrazolo[3,4-b]pyrazin-6-amine